ClC1=C(C=CC=C1)C=1OC(=CN1)C(=O)N 2-(o-chlorophenyl)-1,3-oxazole-5-carboxamide